C(C)OC(C(F)Br)=O (e)-ethyl-2-bromo-2-fluoroacetate